tert-butyl (1-(4-(4-amino-2-oxopyrimidin-1(2H)-yl)phenethyl)azepan-4-yl)carbamate NC1=NC(N(C=C1)C1=CC=C(CCN2CCC(CCC2)NC(OC(C)(C)C)=O)C=C1)=O